2-(4-((1H-1,2,3-triazol-1-yl)methyl)-1H-indol-3-yl)-N,N-dimethylethan-1-amine N1(N=NC=C1)CC1=C2C(=CNC2=CC=C1)CCN(C)C